3-(4-((3-fluorophenyl)ethynyl)phenyl)-5-(tetrahydrofuran-3-yl)-1,2,4-oxadiazole FC=1C=C(C=CC1)C#CC1=CC=C(C=C1)C1=NOC(=N1)C1COCC1